C(C)(=O)N1CC(C1)NC=1N=CC2=C(N1)N(C(C(=C2)C=2C(=C(C=CC2F)NS(=O)(=O)N2C[C@@H](CC2)F)F)=O)C (3R)-N-[3-[2-[(1-acetylazetidin-3-yl)amino]-8-methyl-7-oxopyrido[2,3-d]pyrimidin-6-yl]-2,4-difluorophenyl]-3-fluoropyrrolidine-1-sulfonamide